4-(Pyridazin-3-yl)-1-(2-sulfoethyl)pyridazin N1=NC(=CC=C1)C1=CNN(C=C1)CCS(=O)(=O)O